(3-((E)-2-(pyridin-4-yl)vinyl)-1H-indazol-6-yl)methylene-1,2-dihydroisoquinolin-3(4H)-one trifluoroacetate FC(C(=O)O)(F)F.N1=CC=C(C=C1)/C=C/C1=NNC2=CC(=CC=C12)C=C1NC(CC2=CC=CC=C12)=O